ClC=1N=C(C2=C(N1)N(C=C2S)[C@H]2[C@@H]([C@@H]([C@H](O2)COCP(O)(O)=O)O)O)C2=CC=CC=C2 [(2R,3S,4R,5R)-5-(2-chloro-4-phenyl-sulfanyl-pyrrolo[2,3-d]-pyrimidin-7-yl)-3,4-dihydroxy-tetrahydro-furan-2-yl]methoxy-methylphosphonic acid